N1(CCNCC1)C=1N=CC2=C(N1)CCN(C2)C(=O)OCCCC butyl 2-(piperazin-1-yl)-5H,6H,7H,8H-pyrido[4,3-d]pyrimidine-6-carboxylate